BrC=1C=CC(=NC1OC[C@H]1[C@@H](C1)CO[Si](C)(C)C(C)(C)C)C(=O)O |r| (rac)-trans-5-bromo-6-((2-(((tertbutyldimethylsilyl)oxy)methyl)cyclopropyl)methoxy)picolinic acid